tert-Butyl 3-(4-bromo-3-chloro-benzoyl)-5-methyl-2-oxo-piperidine-1-carboxylate BrC1=C(C=C(C(=O)C2C(N(CC(C2)C)C(=O)OC(C)(C)C)=O)C=C1)Cl